C(C)(C)(C)OC(=O)NCCC1C(CN(C1)C(=O)[O-])(C(=O)[O-])C 4-[2-(tert-butoxycarbonylamino)ethyl]-3-methyl-pyrrolidine-1,3-dicarboxylate